C(=O)(O)C1=CC=C(C[C@H](N)C(=O)O)C=C1 p-carboxy-L-phenylalanine